2-[2-(tritylamino)ethyldisulfanyl]ethanamine C(C1=CC=CC=C1)(C1=CC=CC=C1)(C1=CC=CC=C1)NCCSSCCN